O[C@@H]1[C@H]2[C@@H]([C@H]([C@@H](C1)O2)C(=O)NC2=NC=CC(=C2)C(F)(F)F)C2=CC(=CC=C2)C(F)(F)F |r| rac-(1R,2R,3S,4R,5S)-5-hydroxy-3-(3-(trifluoromethyl)phenyl)-N-(4-(trifluoromethyl)pyridin-2-yl)-7-oxabicyclo[2.2.1]heptane-2-carboxamide